C(C)C=1CNCC1C 3-ethyl-4-methyl-3-pyrroline